1-ethyl-N-{6-fluoro-7-methoxy-1H,2H,3H-cyclopenta[b]quinolin-9-yl}piperidin-4-amine C(C)N1CCC(CC1)NC1=C2C(=NC=3C=C(C(=CC13)OC)F)CCC2